C(C)(=O)OCCCCCCCCCCC\C=C/C=C (12Z)-12,14-pentadecadien-1-yl acetate